C(CC1=CC=CC=C1)C(C#N)O phenethyl-glycolonitrile